O1COC2=C1C=CC(=C2)CC(C(=O)O)NC(=O)OC(C)(C)C 3-(1,3-Benzodioxol-5-yl)-2-(tert-butoxycarbonylamino)propanoic acid